(3R,4S)-N-(benzo[d]thiazol-5-yl)-1-((2,3-dihydrobenzofuran-5-yl-2,2,3,3-d4)sulfonyl)-4-methylpyrrolidine-3-carboxamide S1C=NC2=C1C=CC(=C2)NC(=O)[C@H]2CN(C[C@H]2C)S(=O)(=O)C=2C=CC1=C(C(C(O1)([2H])[2H])([2H])[2H])C2